FC1=C(C=CC=C1C(F)(F)F)CC(=O)NC=1C=NC(=C(C1)F)N1C=NC(=C1)[C@]1(CS(CC1)(=O)=O)O (R)-2-(2-fluoro-3-(trifluoromethyl)phenyl)-N-(5-fluoro-6-(4-(3-hydroxy-1,1-dioxidotetrahydrothiophen-3-yl)-1H-imidazol-1-yl)pyridin-3-yl)acetamide